C(=C)C(F)(F)F vinyltrifluoromethane